[Si](C)(C)(C(C)(C)C)OC1CCNCC1 4-(tert-butyldimethylsilyloxy)piperidine